ethylene glycol dioctyl-adipate C(CCCCCCC)C(C(=O)O)(CCCC(=O)O)CCCCCCCC.C(CO)O